bis(N-4-Methoxybenzylethylthiocarbamoyl) disulphide COC1=CC=C(CCCNC(=S)SSC(NCCCC2=CC=C(C=C2)OC)=S)C=C1